dibenzyl (1-hydroxy-3-methylbutan-2-yl) phosphate P(=O)(OCC1=CC=CC=C1)(OCC1=CC=CC=C1)OC(CO)C(C)C